C(C1=CC=CC=C1)OC=1C=C(C=CC1)C1CC(CC1)CC#N 2-(3-(3-(benzyloxy)phenyl)cyclopentyl)acetonitrile